1-(tert-butyl)2-methyl-(S)-4-methyl-2,5-dihydro-1H-pyrrole C(C)(C)(C)N1[C@H](C=C(C1)C)C